4-[(2-FORMYL-6-METHOXYPHENOXY)METHYL]BENZOIC ACID C(=O)C1=C(OCC2=CC=C(C(=O)O)C=C2)C(=CC=C1)OC